ClC=1C(=C(C=CC1)NC(=O)[C@H]1N(C[C@@H](C1)F)C(CN1N=C(C2=CC(=CC=C12)C1=CN=NC=C1)C(=O)N)=O)N1N=CN=C1 1-(2-((2S,4R)-2-(3-chloro-2-(1H-1,2,4-triazol-1-yl)phenylcarbamoyl)-4-fluoropyrrolidin-1-yl)-2-oxoethyl)-5-(pyridazin-4-yl)-1H-indazole-3-carboxamide